(R)-6-(3-methyl-3-phenylisoxazolidin-2-yl)-N-(4-(4-methylpiperazin-1-yl)phenyl)pyrimidin-4-amine C[C@]1(N(OCC1)C1=CC(=NC=N1)NC1=CC=C(C=C1)N1CCN(CC1)C)C1=CC=CC=C1